2-fluoro-4-((2-((3-methyl-2-oxo-2,3-dihydrobenzo[d]oxazol-5-yl)methyl)-1,2,3,4-tetrahydroisoquinolin-6-yl)amino)benzonitrile FC1=C(C#N)C=CC(=C1)NC=1C=C2CCN(CC2=CC1)CC=1C=CC2=C(N(C(O2)=O)C)C1